{1,1'-bis(diphenylphosphino)ferrocene} palladium (II) dichloride [Pd](Cl)Cl.C1(=CC=CC=C1)P([C-]1C=CC=C1)C1=CC=CC=C1.[C-]1(C=CC=C1)P(C1=CC=CC=C1)C1=CC=CC=C1.[Fe+2]